aluminum bis(ethylacetoacetate) mono(ethylacetoacetate) C(C)CC(CC(=O)[O-])=O.C(C)CC(CC(=O)[O-])=O.C(C)CC(CC(=O)[O-])=O.[Al+3]